OC(C(=O)O)C(C)(C)O.OC(C(=O)O)C(C)(C)O 2,3-dihydroxy-3-methylbutanoic acid (2,3-dihydroxy-3-methylbutanoate)